FC1=C(C=C(C(=C1)C)S)NC(C)=O N-(2-fluoro-5-mercapto-4-methylphenyl)acetamide